BrC1=C(N=C2N(C1=O)CC(N2C(C)C)=O)C(F)(F)F 6-bromo-1-propan-2-yl-7-(trifluoromethyl)-3H-imidazo[1,2-a]pyrimidine-2,5-dione